N1=CN=CC(=C1)NC(C)=O N-(pyrimidin-5-yl)acetamide